(2-aminoethyl)-triethoxysilane NCC[Si](OCC)(OCC)OCC